C1(=CC=CC=C1)NC(=O)N1[C@H]2[C@H](N(C[C@@H]1CC2)C(=O)C2(CCCCC2)C2=CC=CC=C2)C(=O)O (1R,2S,5S)-8-(phenylcarbamoyl)-3-(1-phenylcyclohexane-1-carbonyl)-3,8-diazabicyclo[3.2.1]octane-2-carboxylic acid